5-((2,4-dichloro-5-isopropoxyphenyl)-carbamoyl)tetrahydrofuran-2-carboxylic acid ClC1=C(C=C(C(=C1)Cl)OC(C)C)NC(=O)C1CCC(O1)C(=O)O